C(C1=CC=CC=C1)OC=1C=C(C2=C(CN(S(O2)(=O)=O)C(=O)OC(C)(C)C)C1)F tert-butyl 6-(benzyloxy)-8-fluoro-2,2-dioxo-2H-1,2λ6,3-benzoxathiazine-3(4H)-carboxylate